4-(4'-chloro-5'-oxo-5'H-spiro[cyclohexane-1,7'-indolo[1,2-a]quinazolin]-10'-yl)cyclohexane-1-carbaldehyde ClC=1C=2C(N=C3N(C2C=CC1)C1=CC(=CC=C1C31CCCCC1)C1CCC(CC1)C=O)=O